C1(CCC1)CC1=CN(C=2C1=NC=C(C2)C=2C(=NOC2C)C)C2=C(C=C(C(=O)O)C=C2OCC)OCC 4-(3-(cyclobutylmethyl)-6-(3,5-dimethylisoxazol-4-yl)-1H-pyrrolo[3,2-b]pyridin-1-yl)-3,5-diethoxybenzoic acid